C(C)N1C(=NC=2C1=NC(=CC2)C=2C=CN1N=C(N=CC12)N[C@@H]1CC[C@@H](CC1)N(C)C)C cis-N1-(5-(3-ethyl-2-methyl-3H-imidazo[4,5-b]pyridin-5-yl)pyrrolo[2,1-f][1,2,4]triazin-2-yl)-N4,N4-dimethylcyclohexane-1,4-diamine